N-[4-(3-Cyanophenyl)-5-(8-methylimidazo[1,2-a]pyridin-6-yl)thiazol-2-yl]-2-oxa-6-azaspiro[3.3]heptane-6-carboxamide C(#N)C=1C=C(C=CC1)C=1N=C(SC1C=1C=C(C=2N(C1)C=CN2)C)NC(=O)N2CC1(COC1)C2